(4-fluorophenyl)-4-hydroxy-1H-pyrazole-3-carboxylic acid ethyl ester C(C)OC(=O)C1=NN(C=C1O)C1=CC=C(C=C1)F